Cyclopentylhexylmethyl ether C1(CCCC1)CCCCCCOC